(1-(4-chloro-1-methyl-1H-imidazol-2-yl)piperidin-4-yl)methylamine ClC=1N=C(N(C1)C)N1CCC(CC1)CN